(R)-8,8-difluoro-6-hydroxy-6-(methoxymethyl)-2-(1H-pyrazol-4-yl)-6,7,8,9-tetrahydrothieno[2,3-c]Quinolin-4(5H)-one FC1(CC=2C3=C(C(NC2[C@](C1)(COC)O)=O)SC(=C3)C=3C=NNC3)F